1-(6-nitrobenzo[d][1,3]dioxol-5-yl)ethan-1-ol [N+](=O)([O-])C=1C(=CC2=C(OCO2)C1)C(C)O